NC1=C(C=CC(=C1F)N1CC2=CC=C(C=C2CC1)F)NC(OCC)=O ethyl (2-amino-3-fluoro-4-(6-fluoro-3,4-dihydroisoquinolin-2(1H)-yl)phenyl)carbamate